(E)-N-(2-cyano-4-(7-(1,6-dimethyl-1H-benzo[d]imidazol-5-yl)-1-methyl-1H-indazole-3-carbonyl)phenyl)-4-(((1r,4r)-4-methoxycyclohexyl)amino)but-2-enamide C(#N)C1=C(C=CC(=C1)C(=O)C1=NN(C2=C(C=CC=C12)C1=CC2=C(N(C=N2)C)C=C1C)C)NC(\C=C\CNC1CCC(CC1)OC)=O